4-oxobutanoic acid allyl ester hydrochloride Cl.C(C=C)OC(CCC=O)=O